4-(4-Cyclobutyl-2,6-dihydroxyphenyl)-1-ethyl-5-methylindolin-2-one C1(CCC1)C1=CC(=C(C(=C1)O)C1=C2CC(N(C2=CC=C1C)CC)=O)O